CC1(OC[C@@H](N1C(=O)[O-])C(=O)OC)C 4-methyl (R)-2,2-dimethyloxazolidine-3,4-dicarboxylate